NC1=NC(=NC=C1C(=O)NC1=C(C=CC=C1OC)OC)N1CCC(CC1)(C)N 4-amino-2-(4-amino-4-methylpiperidin-1-yl)-N-(2,6-dimethoxyphenyl)pyrimidine-5-carboxamide